6-iodo-3,5-dimethylisoindolin-1-one IC1=C(C=C2C(NC(C2=C1)=O)C)C